COC(C1CN(C1)C1=CC(=C(C(=O)OC)C=C1)C=O)OC methyl 4-[3-(dimethoxymethyl)azetidin-1-yl]-2-formylbenzoate